C1CCC12COCC2 (3R,4R)-6-oxaspiro[3.4]octan